C1(CC1)C1=C(C(=NO1)C1=C(C=CC=C1Cl)Cl)COC12CCC(CC1)(CC2)COC=2C=C1C=CC=NC1=CC2 6-((4-((5-Cyclopropyl-3-(2,6-dichlorophenyl)isoxazol-4-yl)methoxy)bicyclo[2.2.2]octan-1-yl)methoxy)chinolin